FC(C=1C(N(N=CC1CCCO)C1OCCCC1)=O)F 4-(difluoromethyl)-5-(3-hydroxypropyl)-2-(tetrahydro-2H-pyran-2-yl)pyridazin-3(2H)-one